OC(=O)C(F)(F)F.FC1=C(C(=CC(=C1)C=1C2=C(C(N(C1)C)=O)NN=C2)OC)C=C2CCN(CC2)CC(=O)N2CCC(CC2)C2=CC=C(NC1C(NC(CC1)=O)=O)C=C2 3-[4-[1-[2-[4-[[2-fluoro-6-methoxy-4-(6-methyl-7-oxo-1H-pyrazolo[3,4-c]pyridin-4-yl)phenyl]methylene]-1-piperidyl]acetyl]-4-piperidyl]anilino]piperidine-2,6-dione TFA salt